B(OC1=C(C=CC=C1)C=C)([O-])[O-] (vinyl phenyl) borate